ClC=1C=C(C=C2C=C(N=CC12)NC(=O)[C@H]1[C@@H](C1)C#N)C1=CC2=C(N(C(O2)=O)CC2=CC=C(C=C2)OC)C=C1C |r| (±)-trans-N-(8-chloro-6-(3-(4-methoxybenzyl)-5-methyl-2-oxo-2,3-dihydrobenzo[d]oxazol-6-yl)isoquinolin-3-yl)-2-cyanocyclopropanecarboxamide